C(C)OC(=O)C1=NN(C=2C(N(CCC21)C2=CC=C1C(=C2)CN(CC12CC2)CCO)=O)C2=CC(=CC=C2)Cl 1-(3-Chlorophenyl)-6-[2-(2-hydroxyethyl)spiro[1,3-dihydroisoquinoline-4,1'-cyclopropan]-7-yl]-7-oxo-4,5-dihydropyrazolo[3,4-c]pyridine-3-carboxylic acid ethyl ester